C(#N)C=1C=C(C=C(C(=O)NC)C1)C 5-cyano-N,3-dimethylbenzamide